C1([C@H](O)[C@@H](O)[C@@H](O)[C@H](O1)CO)O[C@@H]([C@@H]([C@H](C(=O)NCCCN(C(CC[C@@H](C)[C@H]1CC[C@H]2[C@@H]3[C@@H](C[C@@H]4C[C@@H](CC[C@]4(C)[C@H]3C[C@@H]([C@]12C)O)O)O)=O)CCCNC(CC[C@@H](C)[C@H]1CC[C@H]2[C@@H]3[C@@H](C[C@@H]4C[C@@H](CC[C@]4(C)[C@H]3C[C@@H]([C@]12C)O)O)O)=O)O)O)[C@H](O)CO (3α,5β,7α,12α)-N-[3-[(4-O-D-galactopyranosyl-D-gluconoyl)amino]propyl]-3,7,12-trihydroxy-N-[3-[[(3α,5β,7α,12α)-3,7,12-trihydroxy-24-oxocholan-24-yl]amino]propyl]-cholan-24-amide